NC(C(=O)O)CCCCN(C)C=O 2-amino-6-(formylmethylamino)hexanoic acid